rubidium bis(trimethylsilyl)amide C[Si](C)(C)[N-][Si](C)(C)C.[Rb+]